C(C)(C)CC1(OB(OC1(C)C)C=1C=C(C=CC1)C1=CC=CC=C1)C alpha-isopropyl-1,1'-biphenyl-3-ylboronic acid pinacol ester